IC=1N=C(N(C1)C)C iodo-1,2-dimethylimidazole